ClC=1C(=CC=C2C=NN(C12)C)OC1CC2(CN(C2)C(=O)OC(C)(C)C)C1 tert-butyl 6-((7-chloro-1-methyl-1H-indazol-6-yl)oxy)-2-azaspiro[3.3]heptane-2-carboxylate